7,8-dichloro-4-vinyl-isoquinoline ClC1=CC=C2C(=CN=CC2=C1Cl)C=C